ClC1=C(C(=NN1C)C1=NOC(=C1)C)CN1CC2(CC1)CN(CC2)CCC(C)(C)C 3-(5-Chloro-4-((7-(3,3-dimethylbutyl)-2,7-diazaspiro[4.4]nonan-2-yl)methyl)-1-methyl-1H-pyrazol-3-yl)-5-methylisoxazole